ClC1=CC(=CC(=N1)C1=CC(=NC=N1)C(=O)NC)[C@@H]1[C@H](N(CCO1)C(C(=C)F)=O)C1CC1 6-(6-chloro-4-((2R,3R)-3-cyclopropyl-4-(2-fluoroacryloyl)morpholin-2-yl)pyridin-2-yl)-N-methylpyrimidine-4-carboxamide